ClC1=CC=C(C=C1)N1C(N=CC(=C1)F)N1C(=NC2=C1C=C(C=C2F)F)C N-(4-chlorophenyl)-2-(4,6-difluoro-2-methyl-1H-benzimidazol-1-yl)-5-fluoropyrimidine